(1S,4s)-4-(8-(2,4-dichloro-6-fluorophenylamino)-2-((3R,4S)-4-hydroxytetrahydrofuran-3-ylamino)-9H-purin-9-yl)cyclohexanecarboxamide ClC1=C(C(=CC(=C1)Cl)F)NC=1N(C2=NC(=NC=C2N1)N[C@@H]1COC[C@H]1O)C1CCC(CC1)C(=O)N